4-(3-aminophenyl)-2-methylphthalazin-1(2H)-one hydrochloride Cl.NC=1C=C(C=CC1)C1=NN(C(C2=CC=CC=C12)=O)C